2-(3-fluoropyridin-4-yl)-5H,6H,7H-pyrazolo[1,5-a]pyrazin-4-one FC=1C=NC=CC1C1=NN2C(C(NCC2)=O)=C1